C1(=CC=CC=C1)C1C(NC(N1)=O)=O 5-phenyl-hydantoin